1,4-dioxine O1C=COC=C1